3-(5-(2-((tert-butyldimethylsilyl)oxy)ethyl)pyridazin-3-yl)-6-((2R,4S)-4-fluoro-2-(5-fluoro-2-methoxyphenyl)pyrrolidin-1-yl)imidazo[1,2-b]pyridazine [Si](C)(C)(C(C)(C)C)OCCC=1C=C(N=NC1)C1=CN=C2N1N=C(C=C2)N2[C@H](C[C@@H](C2)F)C2=C(C=CC(=C2)F)OC